BrC1=CC2=C(SC3=C2N=C(N=C3Cl)Cl)N=C1 8-bromo-2,4-dichloropyrido[3',2':4,5]thieno[3,2-d]pyrimidine